C1(CC1)C1=NN=C(O1)[C@@H](C)N1C(C=2N([C@@H](C1)C)N=C1C2CN([C@@H](C1)C)C(C1=CC(=C(C=C1)Cl)Cl)=O)=O |o1:8| (3R,7R)-9-((R*)-1-(5-cyclopropyl-1,3,4-oxadiazol-2-yl)ethyl)-2-(3,4-dichlorobenzoyl)-3,7-dimethyl-1,2,3,4,8,9-hexahydropyrido[4',3':3,4]pyrazolo[1,5-a]pyrazin-10(7H)-one